1-propylamino-3-methylimidazole chlorine salt [Cl].C(CC)NN1CN(C=C1)C